(aminomethyl)-4-(4-cyanophenyl)isoindoline-2-carboxylic acid tert-butyl ester C(C)(C)(C)OC(=O)N1C(C2=CC=CC(=C2C1)C1=CC=C(C=C1)C#N)CN